N-(4-cyclobutyl-5-(4-fluorophenyl)-1-methyl-1H-pyrazol-3-yl)-3-(trifluoromethyl)bicyclo[1.1.1]pentane-1-carboxamide C1(CCC1)C=1C(=NN(C1C1=CC=C(C=C1)F)C)NC(=O)C12CC(C1)(C2)C(F)(F)F